COC1=CC=C(C(=O)C2=CC=CC=3S(C4=C(C32)C=CC=C4)=O)C=C1 (4-methoxybenzoyl)dibenzothiophene-5-oxide